methyl-5-[4-(1H-pyrazol-4-yl)-1H-pyrrolo[2,3-c]pyridin-7-yl]-N-(2,2,6,6-tetramethylpiperidin-4-yl)[1,3]thiazolo[5,4-d][1,3]thiazol-2-amine CN(C=1SC=2N=C(SC2N1)C=1N=CC(=C2C1NC=C2)C=2C=NNC2)C2CC(NC(C2)(C)C)(C)C